FC1=C(C=CC=C1NS(NC)(=O)=O)CN1C(OC2=C(C=CC(=C2)OC=2OC=CN2)C12COC2)=O 3-({2-fluoro-3-[(methylsulfamoyl)amino]phenyl}methyl)-7-(1,3-oxazol-2-yloxy)-2,3-dihydrospiro[1,3-benzoxazine-4,3'-oxetan]-2-one